CC1=CC2=C(C3=CC=C(C=C3C(=C2C=C1)OCCC)C)OCCC 2,6-dimethyl-9,10-dipropyloxyanthracene